(6-fluoro-1,2,3,4-tetrahydronaphthalen-1-yl)-N-(3-(N-methylsulfamoyl)phenyl)-4-(trifluoromethyl)benzamide FC=1C=C2CCCC(C2=CC1)C1=C(C(=O)NC2=CC(=CC=C2)S(NC)(=O)=O)C=CC(=C1)C(F)(F)F